N1N=CC=C1C1=CC=C2C=CC(=NC2=C1)N 7-(1H-pyrazol-5-yl)quinolin-2-amine